1-monofluoroethylene FC=C